5-(3-chlorophenyl)-4-morpholinofuro[2,3-d]pyrimidine ClC=1C=C(C=CC1)C1=COC=2N=CN=C(C21)N2CCOCC2